5-((S)-5H-imidazo[5,1-a]isoindol-5-yl)-1-methyl-4,5,6,7-tetrahydro-1H-indazol-4-ol C=1N=CN2C1C1=CC=CC=C1[C@@H]2C2C(C=1C=NN(C1CC2)C)O